(R)-3-((S)-1-(tert-butoxy)-3-(3-((E)-2-(hydroxyimino)ethyl)benzofuran-5-yl)-1-oxopropane-2-yl)pyrrolidine-1-carboxylic acid tert-butyl ester C(C)(C)(C)OC(=O)N1C[C@H](CC1)[C@@H](C(=O)OC(C)(C)C)CC=1C=CC2=C(C(=CO2)C/C=N/O)C1